P(=O)(OCC(=O)C1=CNC2=CC=CC=C12)(OCC)OCC [2-(indol-3-yl)-2-oxoethyl] diethyl phosphate